C(CC(C(=O)[O-])CC(C(C)=O)C(C)=O)C(C(=O)[O-])CC(C(C)=O)C(C)=O ethane-1,2-diylbis(4-acetyl-5-oxohexanoate)